trans-3-amino-1-((S)-2-amino-3-(1H-imidazol-4-yl)propanoyl)-4-(3-boronopropyl)pyrrolidine-3-carboxylic acid, trihydrochloride Cl.Cl.Cl.N[C@@]1(CN(C[C@H]1CCCB(O)O)C([C@H](CC=1N=CNC1)N)=O)C(=O)O